CC1=CC=C(C=C1)C(C)(C)OO 2-(4-methylphenyl)-2-propylhydroperoxide